ClC1=CC=C(C=C1)N(C(=O)C1=C(N(C(=C1)C1=C(C=C(C(=C1)OC)C#N)C(=O)N1CC2=CC=CC=C2C[C@H]1CN1CCOCC1)C)C)CC1=C(C=CC=C1)C#N N-(4-Chlorophenyl)-N-(2-cyanobenzyl)-5-(4-cyano-5-methoxy-2-{[(3S)-3-(morpholin-4-ylmethyl)-3,4-dihydroisoquinolin-2(1H)-yl]carbonyl}phenyl)-1,2-dimethyl-1H-pyrrole-3-carboxamide